FC(C(=O)O)(F)F.N1=CC=C(C=C1)CCC1=NNC2=CC(=CC=C12)\C=C/1\C(NC2=CC=CC=C12)=O (E)-3-((3-(2-(pyridin-4-yl)ethyl)-1H-indazol-6-yl)methylene)indol-2-one trifluoroacetate